O[C@H](C)C1CCC(CC1)NC(=O)C=1C2=C(N=C(N1)N1C=NC=C1)C=CS2 N-((1R,4R)-4-((R)-1-hydroxyethyl)cyclohexyl)-2-(1H-imidazol-1-yl)thieno[3,2-d]pyrimidine-4-carboxamide